7-(hydroxymethyl)-3-methyl-5-(2-methyl-4-(6-(trifluoromethyl)quinazolin-2-yl)phenyl)-6,7-dihydropyrazolo[1,5-a]pyrazin-4(5H)-one OCC1CN(C(C=2N1N=CC2C)=O)C2=C(C=C(C=C2)C2=NC1=CC=C(C=C1C=N2)C(F)(F)F)C